C(CCC(=O)OC(C)(C)C)(=O)O[C@@]1(C(OCC=2C(N3CC=4C(=NC=5C=CC(=CC5C4CC)OC(=O)OC(C)(C)C)C3=CC21)=O)=O)CC (S)-9-((tert-butoxycarbonyl)oxy)-4,11-diethyl-3,14-dioxo-3,4,12,14-tetrahydro-1H-pyrano[3',4':6,7]indolizino[1,2-b]quinolin-4-yl tert-butyl succinate